OP(O)OP(O)O.C(C)(C)(C1=CC=CC=C1)C1=C(C=CC(=C1)C(C)(C)C1=CC=CC=C1)C(O)(C(CO)(CO)CO)C1=C(C=C(C=C1)C(C)(C)C1=CC=CC=C1)C(C)(C)C1=CC=CC=C1 bis(2,4-di-alpha-cumylphenyl)pentaerythritol diphosphite